2,6-dihydroxy-5'-methyl-4-pentyl-2'-(prop-1-en-2-yl)-N-(pyridin-3-ylmethyl)-1',2',3',4'-tetrahydro-[1,1'-biphenyl]-3-carboxamide OC1=C(C(=CC(=C1C(=O)NCC=1C=NC=CC1)CCCCC)O)C1C(CCC(=C1)C)C(=C)C